2-methyl-6-aminohexyl acrylate C(C=C)(=O)OCC(CCCCN)C